7-p-tolyl-2-amino-7H-pyrrolo[2,3-d]pyrimidine C1(=CC=C(C=C1)N1C=CC2=C1N=C(N=C2)N)C